3-FORMYLINDOLE-7-CARBOXYLIC ACID ETHYL ESTER C(C)OC(=O)C=1C=CC=C2C(=CNC12)C=O